Methyl 6-chloro-5-[4-(trifluoromethyl)phenoxy]pyrazine-2-carboxylate ClC1=C(N=CC(=N1)C(=O)OC)OC1=CC=C(C=C1)C(F)(F)F